COC(=O)C1CN(CC1)N amino-pyrrolidine-3-carboxylic acid methyl ester